FC(C=1C=C(C=CC1)CCC=1C=C(C(NN1)=O)O)F 6-{2-[3-(difluoromethyl)phenyl]ethyl}-4-hydroxypyridazine-3(2H)-one